FC=1C(=C(C=CC1F)[C@H]1[C@@H](S[C@](C1)(C(F)(F)F)C)C(=O)NC=1C=C(C=CC1)S(=O)(=O)F)OC 3-((2R,3S,5R)-3-(3,4-difluoro-2-methoxyphenyl)-5-methyl-5-(trifluoromethyl)tetrahydrothiophene-2-carboxamido)benzenesulfonylfluoride